N-ethyl-t-Butylamine C(C)NC(C)(C)C